[O-]C1=CC=CC=C1.[O-]C1=CC=CC=C1.[Al+2] aluminum bisphenoxide